tert-butyl 5-[7-amino-2-(2-carbamoylallyl)-1-oxo-isoindolin-4-yl]-3-(4-carbamoyl-3-methoxy-phenyl)indazole-1-carboxylate NC=1C=CC(=C2CN(C(C12)=O)CC(=C)C(N)=O)C=1C=C2C(=NN(C2=CC1)C(=O)OC(C)(C)C)C1=CC(=C(C=C1)C(N)=O)OC